O=C1NC(CCC1C1=NN(C2=C(C(=C(C=C12)F)C1CCN(CC1)C[C@H]1[C@H](CN(CC1)C(=O)OC(C)(C)C)F)F)C)=O tert-butyl (3R,4S)-4-[[4-[3-(2,6-dioxo-3-piperidyl)-5,7-difluoro-1-methyl-indazol-6-yl]-1-piperidyl]methyl]-3-fluoro-piperidine-1-carboxylate